CN1C(N(C2=NC(=NC=C12)NC=1C=NC(=CC1C)SC)C1CCOCC1)=O 7-methyl-2-((4-methyl-6-(methylthio)pyridin-3-yl)amino)-9-(tetrahydro-2H-pyran-4-yl)-7,9-Dihydro-8H-purin-8-one